Benzyl 9-chloro-8-formyl-3-azaspiro[5.5]Undec-8-ene-3-carboxylate ClC1=C(CC2(CCN(CC2)C(=O)OCC2=CC=CC=C2)CC1)C=O